ClC1=C2CN3C(=NC2=CC=C1Cl)NC(C3)=O 6,7-dichloro-1,5-dihydroimidazo(2,1-b)quinazolin-2(3H)-one